N1(N([C@@H](CCC1)C(=O)O)C(=O)O)C(=O)O (S)-tetrahydropyridazin-1,2,3-tricarboxylic acid